[NH4+].P(=O)(OC1CN(C1)C(CCCCC1=CC(=CC=C1)CCCCCCCC)=O)(O)O 1-[5-(3-Octylphenyl)pentanoyl]azetidin-3-yl dihydrogen phosphate ammonium salt